ClC1=C(C=CC(=C1)F)C1=C(C(=C(C(=C1N)CCCN(C)C)C1=C(C=C(C=C1)F)Cl)N)F bis(2-chloro-4-fluorophenyl)-2-(3-(dimethylamino)propyl)-5-fluorobenzene-1,4-diamine